tert-Butyl 6-[4-(3-chloro-2-fluoro-anilino)pyrido[3,4-d]pyrimidin-6-yl]-7-oxo-2,6-diazaspiro[3.4]octane-2-carboxylate ClC=1C(=C(NC=2C3=C(N=CN2)C=NC(=C3)N3CC2(CN(C2)C(=O)OC(C)(C)C)CC3=O)C=CC1)F